Ethyl 4-Hydroxynonanoate OC(CCC(=O)OCC)CCCCC